tert-butyl 6-(7-benzyl-4-(1,6-dimethyl-1H-indazol-7-yl)-3-methyl-5,6,7,8-tetrahydro-1,7-naphthyridin-2-yl)-2,6-diazaspiro-[3.4]octane-2-carboxylate C(C1=CC=CC=C1)N1CCC=2C(=C(C(=NC2C1)N1CC2(CN(C2)C(=O)OC(C)(C)C)CC1)C)C=1C(=CC=C2C=NN(C12)C)C